N-(2,6-Dimethyl-4-morpholin-4-yl-phenyl)-2-(4-fluoro-phenyl)-acetamide CC1=C(C(=CC(=C1)N1CCOCC1)C)NC(CC1=CC=C(C=C1)F)=O